C(C)N1N=CC(=C1)[C@H]1CNCCO1 (S)-2-(1-ethyl-1H-pyrazol-4-yl)morpholine